N-(1-(5-cyclopropylpyridin-2-yl)ethyl)cyclobutanamine C1(CC1)C=1C=CC(=NC1)C(C)NC1CCC1